C(C)(C)(C)OC(=O)N1C(CN(CC1)C1=CC(=C(C=C1)[N+](=O)[O-])O)(C)C 4-(3-hydroxy-4-nitrophenyl)-2,2-dimethylpiperazine-1-carboxylic acid tert-butyl ester